N-(4-amino-1-tetrahydropyran-2-yl-pyrazolo[4,3-c]pyridin-7-yl)-N'-ethyl-N'-[1-[2-methyl-4-(trifluoromethyl)phenyl]ethyl]oxamide NC1=NC=C(C2=C1C=NN2C2OCCCC2)NC(=O)C(=O)N(C(C)C2=C(C=C(C=C2)C(F)(F)F)C)CC